2-(cyclobutyl-(ethyl)amino)ethan-1-ol C1(CCC1)N(CCO)CC